ethyltributylammonium isophthalate C(C1=CC(C(=O)[O-])=CC=C1)(=O)[O-].C(C)[N+](CCCC)(CCCC)CCCC.C(C)[N+](CCCC)(CCCC)CCCC